ClC12C(CC3(C(C(CC3C1CCC1=CC(C=CC21C)=O)C)CCC(=O)[O-])C)O 9-chloro-11-hydroxy-10,13,16-trimethyl-3-oxo-6,7,8,9,10,11,12,13,14,15,16,17-Dodecahydro-3H-cyclopenta[a]phenanthrene-17-propionate